(E)-5-(2-(3-(3,5-bis(trifluoromethyl)phenyl)-1H-1,2,4-triazol-1-yl)-1-(Pyrimidin-5-yl)vinyl)-1,3,4-oxadiazol-2(3H)-one FC(C=1C=C(C=C(C1)C(F)(F)F)C1=NN(C=N1)/C=C(\C=1C=NC=NC1)/C1=NNC(O1)=O)(F)F